C(C)OC(CCSC1=C2C(=NC=C1)NC=C2)=O 3-((1H-pyrrolo[2,3-b]pyridin-4-yl)thio)propanoic acid ethyl ester